[N+](=O)([O-])C1=CC=C(OP(=O)(O[C@H](C(=O)OCCCCCCCC)C)N[C@@H](CC2=CC=CC=C2)C(=O)OCCCCCCCC)C=C1 octyl ((4-nitrophenoxy)(((S)-1-(octyloxy)-1-oxopropan-2-yl)oxy)phosphoryl)-L-phenylalaninate